Citric acid sodium salt dihydrate O.O.[Na+].C(CC(O)(C(=O)[O-])CC(=O)[O-])(=O)[O-].[Na+].[Na+]